BrC1=CC(=C(C(=O)N2[C@H](CN(CC2)C(=O)OC(C)(C)C)CCO[Si](C2=CC=CC=C2)(C2=CC=CC=C2)C(C)(C)C)C=C1[N+](=O)[O-])F tert-butyl (S)-4-(4-bromo-2-fluoro-5-nitrobenzoyl)-3-(2-((tert-butyldiphenylsilyl)oxy)ethyl)piperazine-1-carboxylate